Cl.N[C@H](C(=O)OC)CC1=CC=C(C=C1)Br Methyl (S)-2-amino-3-(4-bromophenyl)propanoate hydrochloride